C(C1=CC=CC=C1)N1CCN(CCNCC1)C=O 1-benzyl-4-formyl-1,4,7-triazacyclononane